3-methyl-8-oxo-2,3,8,13b-tetrahydro-1H-pyrido[2,1-a]pyrrolo[1,2-c]phthalazine-7-carboxylic acid CC1CCC2N1N1C(C=3C=CC=CC23)=CC(C(=C1)C(=O)O)=O